6-(3-methoxyazetidin-1-yl)-N'-(((S)-3-methyl-1,2,3,5,6,7-hexahydro-s-indacen-4-yl)carbamoyl)-6,7-dihydro-5H-pyrazolo[5,1-b][1,3]oxazine-3-sulfonimidamide COC1CN(C1)C1CN2C(OC1)=C(C=N2)S(=O)(N)=NC(NC2=C1[C@H](CCC1=CC=1CCCC21)C)=O